1-bromo-3-(4-phenylbut-1-en-3-yn-2-yl)benzene BrC1=CC(=CC=C1)C(=C)C#CC1=CC=CC=C1